OC[C@H](C1=CC=CC=C1)NC1=NC(=NC=C1C1=NC(=NO1)C(C)(C)O)NC1=CC=C2C(=N1)C(NC2=O)(C)C (S)-2-((4-((2-hydroxy-1-phenylethyl)amino)-5-(3-(2-hydroxypropan-2-yl)-1,2,4-oxadiazol-5-yl)pyrimidin-2-yl)amino)-7,7-dimethyl-6,7-dihydro-5H-pyrrolo[3,4-b]pyridin-5-one